C(C)(C)(C)C1=CCCCC1=C (tert-butyl)-6-methylenecyclohex-1-ene